[N-[4-Amino-5-(4-chlorobenzoyl)thiazol-2-yl]-4-(difluoromethyl)anilino]propanamid NC=1N=C(SC1C(C1=CC=C(C=C1)Cl)=O)N(C1=CC=C(C=C1)C(F)F)C(C(=O)N)C